The molecule is a metal sulfate in which the counterion is lithium and the ratio of lithium to sulfate is 2:1. It has a role as an antidepressant. It contains a lithium(1+). [Li+].[Li+].[O-]S(=O)(=O)[O-]